(S)-N-((R)-3-(4-hydroxypiperidin-1-yl)-1-(4-(2-oxooxazolidin-3-yl)phenyl)propyl)-7-(1-methylcyclopropyl)-5,6,7,8-tetrahydrothiazolo[5,4-b]quinoline-2-carboxamide OC1CCN(CC1)CC[C@H](C1=CC=C(C=C1)N1C(OCC1)=O)NC(=O)C=1SC2=NC=3CC[C@@H](CC3C=C2N1)C1(CC1)C